tert-butyl N-[(1R)-2-[2-(1,3-benzothiazole-6-sulfonyl)-2H,4H,5H,6H-pyrrolo[3,4-c]pyrazol-5-yl]-2-oxo-1-phenylethyl]carbamate S1C=NC2=C1C=C(C=C2)S(=O)(=O)N2N=C1C(=C2)CN(C1)C([C@@H](C1=CC=CC=C1)NC(OC(C)(C)C)=O)=O